[Zn].S1C=NC=C1 thiazole zinc salt